(3S)-3-amino-N-cyclopropyl-2-hydroxy-4-((S)-2-oxopyrrolidin-3-yl)butanamide hydrochloride Cl.N[C@H](C(C(=O)NC1CC1)O)C[C@H]1C(NCC1)=O